C(CCCCCNC(CCC1=CC(=C(C(=C1)C(C)(C)C)O)C(C)(C)C)=O)NC(CCC1=CC(=C(C(=C1)C(C)(C)C)O)C(C)(C)C)=O N,N'-Hexane-1,6-diylbis[3-(3,5-di-t-butyl-4-hydroxyphenyl)propionamide]